5-amino-9-methyl-2-(pyridin-2-yl)-7-(2-(4-(pyridin-4-yl)piperazin-1-yl)ethyl)-7H-pyrrolo[3,2-e][1,2,4]triazolo[1,5-c]pyrimidine-8-carboxamide NC1=NC2=C(C=3N1N=C(N3)C3=NC=CC=C3)C(=C(N2CCN2CCN(CC2)C2=CC=NC=C2)C(=O)N)C